C(C)C1(CC(C1)NC1=NN2C(C(=N1)OC)=C(C=C2)C=2C=CC1=C(N(N=N1)C)C2)O (1r,3s)-1-Ethyl-3-((4-methoxy-5-(1-methyl-1H-benzo[d][1,2,3]triazol-6-yl)pyrrolo[2,1-f][1,2,4]triazin-2-yl)amino)cyclobutan-1-ol